Cl.C1CNCCC12CCNCC2.COC methyl ether compound with 3,9-diazaspiro[5.5]undecane hydrochloride